FC=1C=C2C(=CNC2=CC1)C=1C(N[C@@H]([C@H](N1)C1=CC=CC=C1)C1=CC=CC=C1)=O (5R,6R)-3-(5-fluoro-1H-indol-3-yl)-5,6-diphenyl-5,6-dihydropyrazin-2(1H)-one